Ethyl-5-(bis(tert-butoxycarbonyl) amino)-1-methyl-1H-imidazole-2-carboxylate C(C)OC(=O)C=1N(C(=CN1)N(C(=O)OC(C)(C)C)C(=O)OC(C)(C)C)C